3-FORMYLPHENYLBORONIC ACID C(=O)C=1C=C(C=CC1)B(O)O